[Si](C1=CC=CC=C1)(C1=CC=CC=C1)(C(C)(C)C)OCC1=C(CN(C(OCC2C3=CC=CC=C3C=3C=CC=CC23)=O)C)C=C(C=C1)[N+](=O)[O-] (9H-fluoren-9-yl)methyl (2-(((tert-butyldiphenylsilyl)oxy)methyl)-5-nitrobenzyl)(methyl)carbamate